methyl 3-ethoxy-5-(hydroxymethyl)-4-methylbenzoate C(C)OC=1C=C(C(=O)OC)C=C(C1C)CO